5-(3-Bromopropoxy)-2,4-dichlorophenol BrCCCOC=1C(=CC(=C(C1)O)Cl)Cl